ClC=1C=C(C=C(C1F)Cl)C1(CC(=NO1)N1CC=2C=NC(=CC2C1)C(=O)N(C(OCC)=O)CC#C)C(F)(F)F ethyl (2-(5-(3,5-dichloro-4-fluorophenyl)-5-(trifluoromethyl)-4,5-dihydroisoxazol-3-yl)-2,3-dihydro-1H-pyrrolo[3,4-c]pyridine-6-carbonyl)(prop-2-yn-1-yl)carbamate